CC(=O)[C@H]1CC[C@@H]2[C@@]1(CC[C@H]3[C@H]2[C@@H](C=C4[C@@]3(CC[C@@H](C4)O)C)O)C The molecule is a 20-oxo steroid that is pregnenolone carrying an additional hydroxy substituent at the 7alpha-position. It has a role as a rat metabolite, a marine metabolite, a nootropic agent and a dopaminergic agent. It is a 20-oxo steroid, a 3beta-hydroxy-Delta(5)-steroid, a C21-steroid and a 7alpha-hydroxy steroid. It derives from a pregnenolone.